2-{7-[(4S,5R)-5-fluoro-2,2-dimethylpiperidin-4-yl]-7H-pyrrolo[2,3-c]pyridazin-3-yl}-5-(1H-1,2,3-triazol-1-yl)phenol hydrochloride Cl.F[C@H]1[C@H](CC(NC1)(C)C)N1C=CC2=C1N=NC(=C2)C2=C(C=C(C=C2)N2N=NC=C2)O